C1(CC1)S(=O)(=O)NC1=CC(=C(C=C1)C1=C2C(=NC(=C1)NC(=O)C1CC1)NC=C2)C N-(4-(4-(cyclopropylsulfonamido)-2-methylphenyl)-1H-pyrrolo[2,3-b]pyridin-6-yl)cyclopropylcarboxamide